Trioctylmethylamin C(CCCCCCC)C(N)(CCCCCCCC)CCCCCCCC